CC1=NN(C2=CC=C(C(=C12)[N+](=O)[O-])C)C1OCCCC1 3,5-dimethyl-4-nitro-1-(tetrahydro-2H-pyran-2-yl)-1H-indazole